C(=O)=C(CNC(C1=CC=C(C=C1)C(F)(F)F)=O)C N-(2-carbonylpropyl)-4-trifluoromethylbenzamide